(E)-1-(4-amino-1,2,5-oxadiazol-3-yl)-N'-(3,5-bis(trifluoromethyl)benzylidene)-1H-1,2,3-triazole-4-carbohydrazide NC=1C(=NON1)N1N=NC(=C1)C(=O)N/N=C/C1=CC(=CC(=C1)C(F)(F)F)C(F)(F)F